COC1=C(C=C(COCC=2C=C(C=C(C2)C(F)(F)F)NC(OC(C)(C)C)=O)C=C1[N+](=O)[O-])C1=NN(C=N1)C Tert-butyl (3-(((4-methoxy-3-(1-methyl-1H-1,2,4-triazol-3-yl)-5-nitrobenzyl)oxy)methyl)-5-(trifluoromethyl)phenyl)carbamate